C(#N)C1=CC=C(CC(C(=O)O)C)C=C1 4-cyanobenzylpropionic acid